C(C)C=1C=2N(C=CN1)C(=NC2C2=CC=C(C=C2)OC2=C(C(=CC=C2)OC)F)[C@H]2CN(CC2)C(C#CC)=O (R)-1-(3-(8-ethyl-1-(4-(2-fluoro-3-methoxyphenoxy)phenyl)imidazo[1,5-a]pyrazin-3-yl)pyrrolidin-1-yl)but-2-yn-1-one